OCCNC=1N=CC2=C(N1)NC(C=C2)=O 2-((2-hydroxyethyl)amino)pyrido[2,3-d]pyrimidin-7(8H)-one